N-acetyl-L-cystine C(C)(=O)N[C@@H](CSSC[C@@H](C(=O)O)N)C(=O)O